FC1(CCC2=C1N=C(N=C2C2=CC(=CC=C2)N=S2(CCOCC2)=O)N2[C@H]([C@@H](C2)O)C)F (2S,3R)-1-[7,7-difluoro-4-[3-[(4-oxo-1,4-oxathian-4-ylidene)amino]phenyl]-5,6-dihydrocyclopenta[d]pyrimidin-2-yl]-2-methyl-azetidin-3-ol